5-(7-Chloro-5-isopropyl-5H-pyrrolo[3,2-c]pyridazin-3-yl)pyrimidine-2,4(1H,3H)-dione ClC1=CN(C2=C1N=NC(=C2)C=2C(NC(NC2)=O)=O)C(C)C